O=C1NN=C(C2=CC(=CC=C12)C1(CC1)C(N(C1CCCC=2C=CC=NC12)CC1=NC=C(C=C1)OC1=CC=CC=C1)=O)CNC(OC(C)(C)C)=O tert-butyl ((4-oxo-7-(1-(((5-phenoxypyridin-2-yl)methyl)(5,6,7,8-tetrahydroquinolin-8-yl)carbamoyl)cyclopropyl)-3,4-dihydrophthalazin-1-yl)methyl)carbamate